8-ethyl-6-(3-pyridin-4-yl-propoxy)-2-thieno[2,3-c]pyridin-5-yl-3H-quinazolin-4-one C(C)C=1C=C(C=C2C(NC(=NC12)C=1C=C2C(=CN1)SC=C2)=O)OCCCC2=CC=NC=C2